(R)-3-chloro-4-((2-chloro-4-fluorophenyl)methoxy-d2)-2'-(3-(2-hydroxypropan-2-yl)-1H-pyrazol-1-yl)-5',6-dimethyl-2H-[1,4'-bipyridin]-2-one ClC=1C(N(C(=CC1OC([2H])([2H])C1=C(C=C(C=C1)F)Cl)C)C1=CC(=NC=C1C)N1N=C(C=C1)C(C)(C)O)=O